FC(CN1N=CC=2C1=CN=C(C2)[C@@H](C)N[S@](=O)C(C)(C)C)(C)F (R)-N-((R)-1-(1-(2,2-difluoropropyl)-1H-pyrazolo[3,4-c]pyridin-5-yl)ethyl)-2-methylpropane-2-sulfinamide